F[C@@]1([C@@H](CN(C1)C1=NO[C@H](C1)C1=C(C=C(C=C1F)F)C1=C(C=CC=C1F)F)NS(=O)(=O)C)C N-{(3R,4S)-4-fluoro-4-methyl-1-[(5R)-5-(2',3,5,6'-tetrafluoro[1,1'-biphenyl]-2-yl)-4,5-dihydro-1,2-oxazol-3-yl]pyrrolidin-3-yl}methanesulfonamide